3-(2-((3r,5r,7r)-adamantan-1-yl)acetamido)4-methylbenzenesulfonic acid propyl ester C(CC)OS(=O)(=O)C1=CC(=C(C=C1)C)NC(CC12CC3CC(CC(C1)C3)C2)=O